C(CCCCCCCCCCCCCCCCCCCCC)C=1C=C(CN)C=C(C1)CCCCCCCCCCCCCCCCCCCCCC 3,5-bis(docosyl)benzylamine